C(C)C(COP(OCC(CCCC)CC)(=O)CC(CCCC)CC)CCCC 2-ethylhexyl-phosphonic acid di(2-ethylhexyl) ester